2-hydroxy-2-methyl-4-(3,5,6-trimethyl-1,4-benzoquinon-2-yl)-butanoic acid OC(C(=O)O)(CCC=1C(C(=C(C(C1C)=O)C)C)=O)C